NC1=C(C(N(C2=NC(=CN=C21)NCC(F)(F)F)C=2C=NC(=CC2)C)=O)C(=O)OC methyl 8-amino-5-(6-methylpyridin-3-yl)-6-oxo-3-((2,2,2-trifluoroethyl) amino)-5,6-dihydropyrido[2,3-b]pyrazine-7-carboxylate